C(C)(C)(C)OC(=O)N1CC(C(C1)=O)C(=O)O 4-oxopyrrolidine-1,3-dicarboxylic acid 1-tert-butyl ester